ClC=1C=C(C=CC1)N[C@H](CC(C)C)C(=O)N1[C@H]2CC([C@@H]([C@H]1C(=O)N[C@@H](C[C@@H]1C(NCCC1)=O)C#N)CC2)(F)F (1R,3S,4R)-2-((3-chlorophenyl)-D-leucyl)-N-((S)-1-cyano-2-((R)-2-oxopiperidin-3-yl)ethyl)-5,5-difluoro-2-azabicyclo[2.2.2]octane-3-carboxamide